COC(C(CC1=CC=CC=C1)N1S(C2=C(NC1=O)C=CC=C2)(=O)=O)=O.N2(CC=CC2)C(=O)C2=CC=C(C=C2)CC (2,5-dihydro-1H-pyrrol-1-yl)(4-ethylphenyl)methanone Methyl-3-phenyl-2-(1,1,3-trioxo-4H-1lambda6,2,4-benzothiadiazin-2-yl)propanoate